OC[C@@H]1N(CC[C@@H]1N[C@@H](C)C1=CC=CC=C1)C(=O)OC(C)(C)C tert-butyl (2R,3S)-2-(hydroxymethyl)-3-(((S)-1-phenyl ethyl)amino)pyrrolidine-1-carboxylate